NC=1C(=C(C(=O)N)C=CC1)C1=CC=CC=C1 Aminophenyl-Benzamide